6-{[10-Cyclopropyl-2-(1-methyl-1H-pyrazol-4-yl)[1,2,4]triazolo[1,5-c]quinazolin-5-yl]amino}-1,4-diazepin-5-one C1(CC1)C=1C=2C=3N(C(=NC2C=CC1)NC=1C(N=CC=NC1)=O)N=C(N3)C=3C=NN(C3)C